(4-amino-6-(trifluoromethyl)pyrimidin-2-yl)-N2-(3,5-difluorophenyl)-N4-isopropyl-1,3,5-triazine-2,4-diamine NC1=NC(=NC(=C1)C(F)(F)F)C1=NC(=NC(=N1)NC1=CC(=CC(=C1)F)F)NC(C)C